tert-butyl 7-(2-((5-cyanopyridin-2-yl)(2,3-difluoro-4-methoxybenzyl)amino)ethyl)-6,8-dioxa-2-azaspiro[3.5]nonane-2-carboxylate C(#N)C=1C=CC(=NC1)N(CCC1OCC2(CN(C2)C(=O)OC(C)(C)C)CO1)CC1=C(C(=C(C=C1)OC)F)F